N[C@@H](CNC(=O)C=1N=C(SC1)C=1C=NN(C1)C1=CC=CC=C1)C N-[(2R)-2-aminopropyl]-2-(1-phenyl-1H-pyrazol-4-yl)-1,3-thiazole-4-carboxamide